6-(2-amino-6-fluoro-5-(4-(piperazin-1-yl)phenyl)pyridin-3-yl)-3,4-dihydroisoquinolin-1(2H)-one NC1=NC(=C(C=C1C=1C=C2CCNC(C2=CC1)=O)C1=CC=C(C=C1)N1CCNCC1)F